(2,4,6-trimethylbenzoyl)diphenyl-phosphine CC1=C(C(=O)P(C2=CC=CC=C2)C2=CC=CC=C2)C(=CC(=C1)C)C